C1(CCCCC1)CN1[C@H](CCC1)/C=C/S(=O)(=O)NC(NC1=C2CCCC2=CC=2CCCC12)=O (R,E)-2-(1-(Cyclohexylmethyl)pyrrolidin-2-yl)-N-((1,2,3,5,6,7-hexahydro-s-indacen-4-yl)carbamoyl)ethen-1-sulfonamid